C(C1=CC=CC=C1)OC=1C(=C(C=C2C(=NC(=NC12)S(=O)(=O)CC)N1[C@@H]2CN([C@H](C1)C2)C(=O)[O-])C2CC2)C=2C1=CN(N=C1C=C(C2C)F)C(C2=CC=CC=C2)(C2=CC=CC=C2)C2=CC=CC=C2 (1S,4S)-5-{8-(benzyloxy)-6-cyclopropyl-2-(ethanesulfonyl)-7-[6-fluoro-5-methyl-2-(triphenylmethyl)-2H-indazole-4-yl]quinazolin-4-yl}-2,5-diazabicyclo[2.2.1]heptane-2-carboxylate